C(C)(=O)NC=1NC(C=2N=CN(C2N1)[C@H]1C[C@H](C1)COP(=O)(OC1=CC=CC=C1)N[C@@H](C)C(=O)OCC1=CC=CC=C1)=O Benzyl (((cis-3-(2-acetamido-6-oxo-1,6-dihydro-9H-purin-9-yl)cyclobutyl)methoxy)(phenoxy)phosphoryl)-L-alaninate